2-[2-[(2S,3R)-2-(cyclobutylmethoxy)-3-(3,5-dimethoxy-4-methyl-phenyl)-3-hydroxy-propyl]-1-methyl-benzimidazol-5-yl]acetic acid C1(CCC1)CO[C@@H](CC1=NC2=C(N1C)C=CC(=C2)CC(=O)O)[C@H](O)C2=CC(=C(C(=C2)OC)C)OC